3-[(2R)-4-[4-chloro-2-(difluoromethyl)benzoyl]-2-ethylpiperazin-1-yl]-6-(2-ethoxyphenyl)-N-[(3R)-1-methylpyrrolidin-3-yl]pyridine-2-carboxamide ClC1=CC(=C(C(=O)N2C[C@H](N(CC2)C=2C(=NC(=CC2)C2=C(C=CC=C2)OCC)C(=O)N[C@H]2CN(CC2)C)CC)C=C1)C(F)F